NCCCN(CCCCCCCC(=O)OCCCCCCCCC)CCCCCCOC(CCC(OCCCC\C=C/CC)OCCCC\C=C/CC)=O nonyl 8-((3-aminopropyl)(6-((4,4-bis(((Z)-oct-5-en-1-yl)oxy)butanoyl)oxy)hexyl)amino)octanoate